1,2,3,4-tetrahydroxylbenzene OC1=C(C(=C(C=C1)O)O)O